CC1=C(C=CC(=C1)C)C1=NC(=NC(=N1)C1=C(C=C(C=C1)C)C)N1N=C2C(=N1)C=CC(=C2)OCCCCCCCC 2-(4,6-bis(2,4-dimethylphenyl)-1,3,5-triazin-2-yl)-5-octyloxy-benzotriazole